N-(3-methoxy-2-methylbenzoyl)-N'-tert-butyl-hydrazine tert-butyl-piperazine-1-carboxylate C(C)(C)(C)OC(=O)N1CCNCC1.COC=1C(=C(C(=O)NNC(C)(C)C)C=CC1)C